C(C)(C)(C)OC(=O)N1CC2=CC(=CC=C2CC1)Br 7-bromo-3,4-dihydro-1H-isoquinoline-2-carboxylic acid tert-butyl ester